COC(C1=NC=C(C=C1C)OC)=O.COC1(CCNCC1)C1=CC=C(C=C1)C(=O)N1CCC(CC1)C1=NC=C(C=C1)C(F)(F)F (4-(4-methoxypiperidin-4-yl)phenyl)(4-(5-(trifluoromethyl)pyridin-2-yl)piperidin-1-yl)methanone methyl-5-methoxy-3-methylpicolinate